C(C)(C)(C)OC(=O)N1CCC2(CC1)OCC1(C3=C2C=CS3)CC1 6'H-dispiro[cyclopropane-1,7'-thieno[3,2-C]pyran-4',4''-piperidine]-1''-carboxylic acid tert-butyl ester